acryloxy-tetracosane C(C=C)(=O)OCCCCCCCCCCCCCCCCCCCCCCCC